4-(2-(7,8-dimethyl-[1,2,4]triazolo[1,5-a]pyridin-6-yl)-3-isopropyl-4-methyl-1H-pyrrolo[2,3-c]pyridin-5-yl)-N-neopentylcyclohexan-1-amine CC1=C(C=2N(C=C1C1=C(C=3C(=CN=C(C3C)C3CCC(CC3)NCC(C)(C)C)N1)C(C)C)N=CN2)C